CN(CCCOC1=CC=C(N)C=C1)C 4-[3-(dimethylamino)propoxy]aniline